2-(6-{5-chloro-2-[(oxacyclohex-4-yl)amino]pyrimidin-4-yl}-1-oxo-2,3-dihydro-1H-isoindol-2-yl)-N-[1-(2-methoxy-5-methylphenyl)ethyl]acetamide ClC=1C(=NC(=NC1)NC1CCOCC1)C1=CC=C2CN(C(C2=C1)=O)CC(=O)NC(C)C1=C(C=CC(=C1)C)OC